C(C)(=O)N[C@@H](CCCCN)C(=O)O L-N-Acetyllysine